CC1(CC1)C1=CC=C(C=N1)NC(OC1=CC=CC=C1)=O phenyl (6-(1-methylcyclopropyl)pyridin-3-yl)carbamate